4-((2-ethoxyethyl)(4-(5,6,7,8-tetrahydro-1,8-naphthyridin-2-yl)butyl)amino)-2-(3-phenyloxetane-3-carboxamido)butanoic acid C(C)OCCN(CCC(C(=O)O)NC(=O)C1(COC1)C1=CC=CC=C1)CCCCC1=NC=2NCCCC2C=C1